C(N)([O-])=O CARBAMAT